FC(C(=O)N)(C1=NC=C(C=C1)OC(C)C)F difluoro-2-(5-isopropoxypyridin-2-yl)acetamide